(5S,7R)-5-(2,6-difluoro-4-(((S)-1-(3-fluoropropyl)pyrrolidin-3-yl)oxy)phenyl)-7-methyl-(2,2,2-trifluoroethyl)-5,6,7,8-tetrahydro-[1,3]dioxolo[4,5-g]isoquinoline FC1=C(C(=CC(=C1)O[C@@H]1CN(CC1)CCCF)F)[C@H]1N[C@@H](CC=2C=C3C(=CC12)OC(O3)CC(F)(F)F)C